1-(Benzyloxy)-4-chloro-6-methylpyridin-2(1H)-one C(C1=CC=CC=C1)ON1C(C=C(C=C1C)Cl)=O